C(C)(C)(C)OC(=O)NC1=NC=C(C=N1)C=1SC=C(N1)C(=O)N[C@@H](CO)C(=O)O (2-(2-((tert-butoxycarbonyl)amino)pyrimidin-5-yl)thiazole-4-carbonyl)serine